ClC1=CC(=C(C=C1)S(=O)(=O)N[C@@H]([C@H](C)C=1C(=C(C(=O)N)C=CC1F)C)C=1OC(NN1)=O)OC 3-((1S,2R)-1-(4-chloro-2-methoxyphenylsulfonamido)-1-(5-oxo-4,5-dihydro-1,3,4-oxadiazol-2-yl)propan-2-yl)-4-fluoro-2-methylbenzamide